OC1=CC(=C(C=C1)C(CC)C1=C(C=C(C=C1)O)C(C)(C)C)C(C)(C)C 1,1-bis(4-hydroxy-tert-butylphenyl)propane